2-Ethylhexyl 3-((7-hydroxy-2,3-dihydro-1H-inden-5-yl)thio)propanoate OC=1C=C(C=C2CCCC12)SCCC(=O)OCC(CCCC)CC